C(C)(=O)C1=C(C2=C(N=C(N=C2)NC2=NC=C(C=C2)N2CCC(CC2)=O)N(C1=O)C1CCCC1)C 6-acetyl-8-cyclopentyl-5-methyl-2-[[5-(4-oxo-1-piperidinyl)-2-pyridinyl]amino]pyrido-[2,3-d]pyrimidin-7-one